C(C)(C)(C)OC(=O)NC1=CC=CC(=N1)/C=C/C(=O)OC methyl (E)-3-(6-((tert-butoxy carbonyl)amino)pyridin-2-yl)acrylate